3-methylisonicotinonitrile CC1=C(C#N)C=CN=C1